Behenyl alcohol behenate C(CCCCCCCCCCCCCCCCCCCCC)(=O)OCCCCCCCCCCCCCCCCCCCCCC